FC=1C=CC(=NC1)C=1C=C(C=CC1C(F)(F)F)C12CCCC(N1C(=O)N)C2 (3-(5-Fluoropyridin-2-yl)-4-(trifluoromethyl)phenyl)-6-azabicyclo[3.1.1]heptane-6-carboxamide